C(C1=CC=CC=C1)OC1=CC(=CC=2C=COC21)CC(C(C)C)C(=O)N (1-(7-(benzyloxy)benzofuran-5-yl)-3-methylbutan-2-yl)carboxamide